(1r,3r)-N-cyclopropyl-3-((5-(2,6-dichloro-4-(6-(difluoromethyl)-3,5-dioxo-4,5-dihydro-1,2,4-triazin-2(3H)-yl)phenoxy)-2-hydroxyphenyl)sulfonamido)cyclobutane-1-carboxamide C1(CC1)NC(=O)C1CC(C1)NS(=O)(=O)C1=C(C=CC(=C1)OC1=C(C=C(C=C1Cl)N1N=C(C(NC1=O)=O)C(F)F)Cl)O